1-(2-hydroxypropyl)-1H-imidazole-2-carboxylic acid OC(CN1C(=NC=C1)C(=O)O)C